BrC1=CC(=NC=C1)C#N 4-bromopyridin-2-nitrile